C(C1=CC=CC=C1)O[C@@](CCCCC=O)(C(F)(F)F)C1=NN=C(O1)C1=C(C=C(C(=N1)C(=O)OC)C(F)(F)F)NC(=O)OC(C)(C)C Methyl 6-[5-[(1R)-1-benzyloxy-6-oxo-1-(trifluoromethyl)hexyl]-1,3,4-oxadiazol-2-yl]-5-(tert-butoxycarbonylamino)-3-(trifluoromethyl)pyridine-2-carboxylate